5-benzyl-N-(4-(5-cyclopropyl-2-methylphenyl)pyridine-2-yl)-4H-1,2,4-triazole-3-formamide C(C1=CC=CC=C1)C=1NC(=NN1)C(=O)NC1=NC=CC(=C1)C1=C(C=CC(=C1)C1CC1)C